1,2-diphenylhexane C1(=CC=CC=C1)CC(CCCC)C1=CC=CC=C1